7-chloro-8-(4-methylpiperazin-1-yl)-5-nitroquinoline ClC1=CC(=C2C=CC=NC2=C1N1CCN(CC1)C)[N+](=O)[O-]